1-Methyl-2-(3-phenyl-1H-pyrazol-4-yl)-2,3-dihydroquinazolin-4-one CN1C(NC(C2=CC=CC=C12)=O)C=1C(=NNC1)C1=CC=CC=C1